ClCC=1C=CC(=NC1)CCO 2-[5-(chloromethyl)pyridin-2-yl]ethanol